IC1=CC=C(C=C1)\C(=C/COC1=CC(=C(OCC(=O)OC)C=C1)C)\C1=CC=C(C=C1)SC methyl (Z)-[4-[3-(4-iodophenyl)-3-(4-methylsulfanyl-phenyl)allyloxy]-2-methylphenoxy]acetate